(1-(3-aminocyclohexyl)-5-ethoxy-4-(3-fluoro-4-methoxyphenyl)-1H-pyrazol-3-yl)-2-fluorobenzonitrile NC1CC(CCC1)N1N=C(C(=C1OCC)C1=CC(=C(C=C1)OC)F)C=1C(=C(C#N)C=CC1)F